(4-((tert-butoxycarbonyl) oxy)-5-fluorobenzo[d]thiazol-2-yl) carbamate C(N)(OC=1SC2=C(N1)C(=C(C=C2)F)OC(=O)OC(C)(C)C)=O